1-(4-(tert-butyl)phenyl)-2-(3,5-di-tert-butyl-4-hydroxyphenyl)-2-phenylethan-1-one C(C)(C)(C)C1=CC=C(C=C1)C(C(C1=CC=CC=C1)C1=CC(=C(C(=C1)C(C)(C)C)O)C(C)(C)C)=O